tetramethyl-cyclopropane-1-carbonyl chloride CC1(C(C1C(=O)Cl)(C)C)C